N,N-bis(2,4-dimethoxybenzyl)-2-methoxy-5-(2-(methoxymethyl)cyclopropyl)benzenesulfonamide COC1=C(CN(S(=O)(=O)C2=C(C=CC(=C2)C2C(C2)COC)OC)CC2=C(C=C(C=C2)OC)OC)C=CC(=C1)OC